N-(1-ethyl-3-(6-(1-hydroxybutyl)-4-methylpyridin-3-yl)-2-oxo-1,2-dihydro-1,6-naphthyridin-7-yl)cyclopropanecarboxamide C(C)N1C(C(=CC2=CN=C(C=C12)NC(=O)C1CC1)C=1C=NC(=CC1C)C(CCC)O)=O